{4-[8-(4-chloro-2-methyl-2H-indazol-5-yl)indolizine-3-carbonyl]-2-cyanophenyl}but-2-enamide ClC=1C2=CN(N=C2C=CC1C1=CC=CN2C(=CC=C12)C(=O)C1=CC(=C(C=C1)C(C(=O)N)=CC)C#N)C